1-(2-(3,8-diazabicyclo[3.2.1]octan-8-yl)-6,7-dihydrothiazolo[5,4-c]pyridin-5(4H)-yl)-2-(4-fluorophenoxy)ethan-1-one C12CNCC(CC1)N2C=2SC=1CN(CCC1N2)C(COC2=CC=C(C=C2)F)=O